(S)-4-(6-(3-((2-((S)-3-carboxybutanoyl)-7-fluoro-6-methoxybenzo[b]thiophen-5-yl)oxy)propoxy)-4-fluoro-5-methoxyisoindolin-2-yl)-2-methyl-4-oxobutanoic acid C(=O)(O)[C@H](CC(=O)C1=CC2=C(S1)C(=C(C(=C2)OCCCOC2=C(C(=C1CN(CC1=C2)C(C[C@@H](C(=O)O)C)=O)F)OC)OC)F)C